5-methoxycarbonyl-2-methyl-pyrazole-3-carboxylic acid COC(=O)C=1C=C(N(N1)C)C(=O)O